C(C#C)C=1NC=CC1 Propargyl-pyrrole